2-(5-bromo-2-(methylthio)pyrimidin-4-yl)-N-(2,6-dichlorophenyl)-5-methyl-4,5-dihydro-1H-imidazol-1-amine BrC=1C(=NC(=NC1)SC)C=1N(C(CN1)C)NC1=C(C=CC=C1Cl)Cl